C1[C@H]2[C@@H]([C@@H](S1)CCCCC(=O)O)NC(=O)N2 The molecule is an organic heterobicyclic compound that consists of 2-oxohexahydro-1H-thieno[3,4-d]imidazole having a valeric acid substituent attached to the tetrahydrothiophene ring. The parent of the class of biotins. It has a role as a prosthetic group, a coenzyme, a nutraceutical, a B vitamin, a human metabolite, a Saccharomyces cerevisiae metabolite, an Escherichia coli metabolite, a mouse metabolite and a cofactor. It is a conjugate acid of a biotinate.